5'-O-TBDMS-3'-O-propargyl-thymidine [Si](C)(C)(C(C)(C)C)OC[C@@H]1[C@H](C[C@@H](O1)N1C(=O)NC(=O)C(C)=C1)OCC#C